NCC[N+]1(CCC(CC1)C(=O)N1CCN(CC1)C(=O)C1=C(C=C(C=C1)NC(=O)C=1N(C(=CN1)C1=C(C(=C(C=C1)OC(F)F)F)Cl)C)Cl)C N-[4-[4-[1-(2-aminoethyl)-1-methyl-piperidin-1-ium-4-carbonyl]piperazine-1-carbonyl]-3-chloro-phenyl]-5-[2-chloro-4-(difluoromethoxy)-3-fluoro-phenyl]-1-methyl-imidazole-2-carboxamide